N-(3-((5-(3,5-difluorophenyl-4-d)-2-((1-methyl-1H-pyrazol-4-yl)amino)pyrimidin-4-yl)amino)-4-fluorophenyl)acrylamide FC=1C=C(C=C(C1[2H])F)C=1C(=NC(=NC1)NC=1C=NN(C1)C)NC=1C=C(C=CC1F)NC(C=C)=O